O1CCC(=CC1)C=1N=CC(=NC1)N 5-(3,6-dihydro-2H-pyran-4-yl)-pyrazin-2-amine